(6S,9R)-N-(5-chloro-2-fluoro-4-(trifluoromethyl)phenyl)-3-oxo-3,5,6,7,8,9-hexahydro-2H-6,9-methano-cyclohepta[c]pyridine-10-carboxamide ClC=1C(=CC(=C(C1)NC(=O)C1[C@@H]2CC=3C(=CNC(C3)=O)[C@@H]1CC2)F)C(F)(F)F